C(C)(=O)OC1CCCCC1 cyclohexyl acetate